N-[(E)-[5-(4-chloro-2-fluoro-anilino)-4-fluoro-3-pyridinyl]methyleneamino]-4-methyl-benzenesulfonamide ClC1=CC(=C(NC=2C(=C(C=NC2)\C=N\NS(=O)(=O)C2=CC=C(C=C2)C)F)C=C1)F